{[(3-fluoro(2-pyridyl))cyclobutyl]methyl}(5-imidazol-2-ylpyrimidin-2-yl)amine FC=1C(=NC=CC1)C1(CCC1)CNC1=NC=C(C=N1)C=1NC=CN1